4,4'-((2,7-di-tert-butyl-9H-fluorene-9-yl)methylene)dipyridine C(C)(C)(C)C1=CC=2C(C3=CC(=CC=C3C2C=C1)C(C)(C)C)C(C1=CC=NC=C1)C1=CC=NC=C1